N-{4-[2-(1,4'-bipiperidin-1'-yl)-2-oxoethyl]-1,3-thiazol-2-yl}-4,4-dimethyl-8-(methylamino)-4,5-dihydro-1H-pyrazolo[4,3-H]quinazoline-3-carboxamide N1(CCCCC1)C1CCN(CC1)C(CC=1N=C(SC1)NC(=O)C1=NNC2=C1C(CC=1C=NC(=NC21)NC)(C)C)=O